C1(=CC=CC=C1)S(=O)(=O)C1=CC=C(C=C1)CNC(=O)C1=CC(=NN1)C1=NC=CC=C1 N-{[4-(benzenesulfonyl)phenyl]methyl}-3-(pyridin-2-yl)-1H-pyrazole-5-carboxamide